2-((4-(1,4-diazepan-1-yl)-2-methylphenyl)amino)-N-(2-bromo-6-chlorophenyl)-4-methoxypyrimidine-5-carboxamide N1(CCNCCC1)C1=CC(=C(C=C1)NC1=NC=C(C(=N1)OC)C(=O)NC1=C(C=CC=C1Cl)Br)C